methyl (3R)-1-(4-(methoxycarbonyl) phenyl)-1,2,3,4-tetrahydroisoquinoline-3-carboxylate COC(=O)C1=CC=C(C=C1)C1N[C@H](CC2=CC=CC=C12)C(=O)OC